ClC1=CN=C(C(=N1)[C@H](C)O)C (S)-1-(6-chloro-3-methylpyrazin-2-yl)ethanol